boric acid sulfate S(=O)(=O)(O)O.B(O)(O)O